OC1=CC=C(C2=C1N=C(S2)C(=O)C2=CC(=C(C=C2)O)O)O (4,7-dihydroxybenzo[d]thiazol-2-yl)(3,4-dihydroxyphenyl)methanone